ethyl 2,2-diethoxypropionate C(C)OC(C(=O)OCC)(C)OCC